2-Bromo-6-chloro-4-(2,2-dimethylpropylsulfonyl)phenol BrC1=C(C(=CC(=C1)S(=O)(=O)CC(C)(C)C)Cl)O